N1=CC(=CC=C1)C=1N=C2N(C=CC(=C2)C=2C=NC=CC2)C1/C=C/C(=O)N1CC2=CC=CC=C2C1 (E)-3-(2,7-di(pyridin-3-yl)imidazo[1,2-a]pyridin-3-yl)-1-(isoindolin-2-yl)prop-2-en-1-one